3-methoxy-8-[[5-methoxy-6-[(6-methoxypyridazin-3-yl)methoxy]-3-pyridinyl]methyl]-1,5-naphthyridine COC=1C=NC2=C(C=CN=C2C1)CC=1C=NC(=C(C1)OC)OCC=1N=NC(=CC1)OC